tert-butyl (R)-4-((3-(1-((6-(1,1-dioxidotetrahydro-2H-thiopyran-4-yl)-7-oxo-7,8-dihydropyrido[2,3-d]pyrimidin-4-yl)amino)ethyl)phenyl)difluoromethyl)piperidine-1-carboxylate O=S1(CCC(CC1)C1=CC2=C(N=CN=C2N[C@H](C)C=2C=C(C=CC2)C(C2CCN(CC2)C(=O)OC(C)(C)C)(F)F)NC1=O)=O